(R)-2-chloro-1-(4-methylphenyl)ethanol ClC[C@H](O)C1=CC=C(C=C1)C